CN1C=C(C=2C1=NC=C(C2)[N+](=O)[O-])C#C[Si](C)(C)C 1-Methyl-5-nitro-3-((trimethylsilyl)ethynyl)-1H-pyrrolo[2,3-b]pyridine